(3-(2-(5-chloro-1-(triphenylmethyl)-1H-pyrazolo[3,4-b]pyridin-3-yl)-7H-pyrrolo[2,3-d]pyrimidin-7-yl)bicyclo[2.2.2]oct-5-en-2-yl)phosphonic acid ClC=1C=C2C(=NC1)N(N=C2C=2N=CC1=C(N2)N(C=C1)C1C(C2C=CC1CC2)P(O)(O)=O)C(C2=CC=CC=C2)(C2=CC=CC=C2)C2=CC=CC=C2